C[C@H](C(=O)NC(C(=O)O)CC)CC 2-((S)-2-methylbutanamido)butanoic acid